1,5,9-cyclododecanetriene C1=CCCC=CCCC=CCC1